Cl.N=1C=C(N2N=CC=CC21)C#CC=2C=C(C(=O)NC1=CC(=C(C=C1)CN1CCN(CC1)C)C(F)(F)F)C=CC2C 3-(imidazo[1,2-b]pyridazin-3-ylethynyl)-4-methyl-N-{4-[(4-methylpiperazin-1-yl)methyl]-3-(trifluoromethyl)phenyl}benzamide hydrochloride